O1NC=CC2=C1C=CC=C2 2H-benzo[e][1,2]oxazine